NC1(CCN(CC1)C1=CN=C(C(=N1)O)SC1=C(C(=CC=C1)Cl)Cl)C 6-(4-amino-4-methylpiperidin-1-yl)-3-((2,3-dichlorophenyl)thio)pyrazin-2-ol